(4Z)-11,11-dimethoxy-4-undecenyltrimethylphosphonium chloride [Cl-].COC(CCCCC\C=C/CCC[P+](C)(C)C)OC